OCCN1CCN(CC1)CCNC=C1CCC(CC1)C1=CC=C(C=C1)N1CCOCC1 2-(((2-(4-(2-hydroxyethyl)piperazin-1-yl)ethyl)amino)methylene)-5-(4-morpholinophenyl)cyclohexane